CN(C(CCCCCCCC)CCCCCCCCCCC\C=C/C\C=C/CCCCC)C (21Z,24Z)-N,N-dimethyltriaconta-21,24-dien-9-amine